C(CCC)C1CCN(CC1)CCCN1C(CCC2=CC=CC=C12)=O 1-[3-(4-butyl-1-piperidinyl)propyl]-3,4-dihydro-2(1H)-quinolinone